C(C)(=O)N(C1CCN(CC1)C1CC2(C1)CN(CC2)C(=O)OCC)CC ethyl 2-{4-[acetyl (ethyl) amino] piperidin-1-yl}-6-azaspiro[3.4]octane-6-carboxylate